(6-((1,3-dioxo-1,3-dihydroisobenzofuran-4-yl)oxy)hexyl)carbamic acid tert-butyl ester C(C)(C)(C)OC(NCCCCCCOC1=C2C(OC(C2=CC=C1)=O)=O)=O